C1(CCCCC1)C=1C=C(C=CC1)C1(CC1)C=1NC(C=2CN(CCCC2N1)C([C@@H](C=1C=C(C=CC1)C1=CC(=CC=C1)OC(F)(F)F)O)=O)=O (R)-2-(1-(3-cyclohexylphenyl)cyclopropyl)-6-(2-hydroxy-2-(3'-(trifluoromethoxy)-[1,1'-biphenyl]-3-yl)acetyl)-3,5,6,7,8,9-hexahydro-4H-pyrimido[5,4-c]azepin-4-one